Syringamide C(C1=CC(OC)=C(O)C(OC)=C1)(=O)N